C(C1=CC=CC=C1)OC=1C=C2C=CC(=C(C2=CC1)OC1=CC=C(OCCN(CCOCCNC(OC(C)(C)C)=O)CC)C=C1)C1=CC=C(C=C1)S(=O)(=O)C tert-butyl (2-(2-((2-(4-((6-(benzyloxy)-2-(4-(methylsulfonyl)phenyl)naphthalen-1-yl)oxy)phenoxy)ethyl)(ethyl)amino)ethoxy)ethyl)carbamate